CC1(CC1)S(=O)(=O)N1CC(N(CC1)C1=CC(=CC(N1)=O)N1C(COCC1)C)C(F)(F)F 6-[4-(1-methylcyclopropyl)sulfonyl-2-(trifluoromethyl)piperazin-1-yl]-4-(3-methylmorpholin-4-yl)-1H-pyridin-2-one